3',3'-difluoro-1,4'-bipiperidine hydrochloride Cl.FC1(CNCCC1N1CCCCC1)F